thiodiethylmercaptan S(CCS)CCS